COC1=C(C=C2C([NH2+]CCC2=C1)CC3=CC(=C(C=C3)O)O)O The molecule is conjugate acid of 6-O-methylnorlaudanosoline arising from protonation of the isoquinoline nitrogen. It is a conjugate acid of a 6-O-methylnorlaudanosoline.